3-(4-((2S,6S)-4-acryloyl-6-methyl-1-(methylsulfonyl)piperazin-2-yl)-6-chloropyridin-2-yl)-N-methyl-benzamide C(C=C)(=O)N1C[C@@H](N([C@H](C1)C)S(=O)(=O)C)C1=CC(=NC(=C1)Cl)C=1C=C(C(=O)NC)C=CC1